C(C)(C)(C)OC(=O)N1[C@@H](C[C@@H](C1)NC1=NC(=CC=C1)C1=CC=CC=2N=C(N(C21)CCC(C(=O)OC(C)(C)C)NC)C)C(=O)O (2S,4S)-1-tert-butoxycarbonyl-4-[[6-[3-[4-tert-butoxy-3-(methylamino)-4-oxo-butyl]-2-methyl-benzimidazol-4-yl]-2-pyridyl]amino]pyrrolidine-2-carboxylic acid